COC=1C(=NN(C1N)COCC[Si](C)(C)C)C1=CC=NC=C1 4-methoxy-3-(pyridin-4-yl)-1-((2-(trimethylsilyl)ethoxy)methyl)-1H-pyrazol-5-amine